6-(4-chlorophenyl)N-[(cis)-2-hydroxycyclohexyl]-3-oxo-2-(pyridin-3-yl)-2,3-dihydropyridazine-4-carboxamide ClC1=CC=C(C=C1)C=1C=C(C(N(N1)C=1C=NC=CC1)=O)C(=O)N[C@H]1[C@H](CCCC1)O